C(C)(=O)N[C@@H]1[C@@H]([C@@H]([C@@H](O[C@H]1NC(C(F)(F)Br)=O)COC(C)=O)CC(=O)[O-])CC(=O)[O-] (2R,3S,4R,5R,6R)-5-Acetamido-2-(acetoxymethyl)-6-(2-bromo-2,2-difluoro-acetamido)-tetrahydro-2H-pyran-3,4-diyldiacetate